ClC1=C(C=CC(=C1)[N+](=O)[O-])[N+]#[C-] 2-CHLORO-4-NITROPHENYLISOCYANIDE